OC1([C@H](CN(C[C@H]1C)C1=CC(=NC(=N1)C)NC(C1=NC(=CC=C1)C=1C=NNC1)=O)C)C N-(6-((3S,4s,5R)-4-hydroxy-3,4,5-trimethylpiperidin-1-yl)-2-methylpyrimidin-4-yl)-6-(1H-pyrazol-4-yl)picolinamide